N-[4-[2-chloro-3-(4-methylpiperazin-1-yl)phenoxy]-5-cyclopropyl-6-(o-tolyl)pyrimidin-2-yl]-1-methyl-pyrazole-4-sulfonamide ClC1=C(OC2=NC(=NC(=C2C2CC2)C2=C(C=CC=C2)C)NS(=O)(=O)C=2C=NN(C2)C)C=CC=C1N1CCN(CC1)C